C(C)(=O)C=1C2=C(C(=NC1)N)C(=NN2[C@@H]2CN(CC2)C(C=C)=O)C#CC=2C=CC1=CN(N=C1C2)C (S)-1-(3-(7-acetyl-4-amino-3-((2-methyl-2H-indazol-6-yl)ethynyl)-1H-pyrazolo[4,3-c]pyridin-1-yl)pyrrolidin-1-yl)prop-2-en-1-one